(4-((3-(1-(2,2-difluoroethyl)-3-(trifluoromethyl)-1H-pyrazol-4-yl)imidazo[1,2-a]pyrazin-8-yl)amino)-2-ethylphenyl)(1,6-diazaspiro[3.3]heptan-1-yl)methanone FC(CN1N=C(C(=C1)C1=CN=C2N1C=CN=C2NC2=CC(=C(C=C2)C(=O)N2CCC21CNC1)CC)C(F)(F)F)F